S-(2-hydroxyethyl)-isothiourea OCCSC(N)=N